[C@@H](C)(CC)C=1C=C2C=CC=NC2=CC1 |r| (+-)-6-Sec-butylquinoline